tert-Butyl (2R,4S)-2-(((S)-1-(((3-chloro-1H-pyrrolo[2,3-b]pyridin-5-yl)methyl)amino)-1-oxopropan-2-yl)carbamoyl)-4-phenylpiperidine-1-carboxylate ClC1=CNC2=NC=C(C=C21)CNC([C@H](C)NC(=O)[C@@H]2N(CC[C@@H](C2)C2=CC=CC=C2)C(=O)OC(C)(C)C)=O